(E)-8-hydroxy-3-octenoic acid OCCCC/C=C/CC(=O)O